2-(1-acryloyl-4-(7-(3,4-dihydroquinolin-1(2H)-yl)-2-((1-ethylpyrrolidin-2-yl)methoxy)-5,6,7,8-tetrahydroquinazolin-4-yl)piperazin-2-yl)acetonitrile C(C=C)(=O)N1C(CN(CC1)C1=NC(=NC=2CC(CCC12)N1CCCC2=CC=CC=C12)OCC1N(CCC1)CC)CC#N